ClC1=NC(=C(C=O)C=C1)N1N=C(C=2C(N(CCC21)C)=O)OC(F)F 6-chloro-2-[3-(difluoromethoxy)-4-keto-5-methyl-6,7-dihydropyrazolo[4,3-c]pyridin-1-yl]nicotinaldehyde